N1CC(OCC1)CNC1=CC=NC=C1C(F)(F)F 4-((morpholin-2-ylmethyl)amino)-5-(trifluoromethyl)pyridin